(2-bromo-1,3-thiazol-4-yl)(difluoro)acetic acid BrC=1SC=C(N1)C(C(=O)O)(F)F